O[C@@]1(CC[C@@H]2[C@H]3CC[C@@]4([C@H](CC[C@H]4[C@@H]3CC[C@@H]2C1)C(C)=O)CC(C)C)COC 1-((3R,5R,8R,9R,10S,13R,14S,17S)-3-hydroxy-13-isobutyl-3-(methoxymethyl)hexadecahydro-1H-cyclopenta[a]phenanthren-17-yl)ethan-1-one